BrC1=CC(=C(C(=C1C(=O)C1=CC=CC=C1)OC)OC)OC (6-bromo-2,3,4-trimethoxyphenyl)(phenyl)methanone